ClC=1C=C2C(=NC(=NC2=C(C1C1=CC=CC2=CC=C(C(=C12)Cl)F)F)OC[C@H]1N(CCC1)C)N1[C@H](CN(CC1)C(C=C)=O)C 1-((S)-4-(6-chloro-8-fluoro-7-(8-chloro-7-fluoronaphthalen-1-yl)-2-(((S)-1-methylpyrrolidin-2-yl)methoxy)quinazolin-4-yl)-3-methylpiperazin-1-yl)prop-2-en-1-one